Cl.COC([C@@H](CC1=CC=CC=C1)N)=O (2R)-2-amino-3-phenylpropionic acid methyl ester hydrochloride